OCCNC=1N=CC2=C(N1)C1(C(N(C2)C=2C=C(C=CC2C)NC(C2=CC(=CC=C2)C(F)(F)F)=O)=O)CC1 N-(3-(2'-((2-hydroxyethyl)amino)-7'-oxo-5'H-spiro[cyclopropane-1,8'-pyrido[4,3-d]pyrimidine]-6'(7'H)-yl)-4-methylphenyl)-3-(trifluoromethyl)benzamide